C(C(O)C)(=O)OCCO ethylene glycol e-lactate